F[C@@H]1CN(CC[C@H]1C1=CN2C(=NC(=CC2=O)C=2C=C(C=3N(N2)C=C(N3)C)OC)S1)C(=O)[O-] (3S,4R)-3-fluoro-4-[7-(8-methoxy-2-methyl-imidazo[1,2-b]pyridazin-6-yl)-5-oxo-thiazolo[3,2-a]pyrimidin-2-yl]piperidine-1-carboxylate